tert-butyl 3,3-difluoro-4-hydroxypiperidine-1-formate FC1(CN(CCC1O)C(=O)OC(C)(C)C)F